C(C1=CC=CC=C1)OC(=O)NN1CCC(CC1)N1CC2(C1)CCN(CC2)C(=O)OC(C)(C)C tert-butyl 2-(1-(((benzyloxy) carbonyl) amino) piperidin-4-yl)-2,7-diazaspiro[3.5]nonane-7-carboxylate